FC=1C=C2N=CC(=NC2=CC1)NC1CC2(CC(C2)OC2=C(C(=O)N)C=CC=N2)C1 2-(((2s,4s,6s)-6-((6-fluoroquinoxalin-2-yl)amino)spiro[3.3]heptan-2-yl)oxy)nicotinamide